(2R,3S,4S,5R,6S)-2-(Acetoxymethyl)-6-(((2S,3S,4R)-3,4-diacetoxy-2-hexacosanamidooctadecyl)oxy)tetrahydro-2H-pyran-3,4,5-triyltriacetate C(C)(=O)OC[C@@H]1O[C@@H]([C@@H]([C@H]([C@@H]1CC(=O)[O-])CC(=O)[O-])CC(=O)[O-])OC[C@@H]([C@@H]([C@@H](CCCCCCCCCCCCCC)OC(C)=O)OC(C)=O)NC(CCCCCCCCCCCCCCCCCCCCCCCCC)=O